C(#N)C1=C(C=C(C=C1)C#N)N1N(C(=C(C1=O)NC(C1=CC=C(C=C1)OC(F)F)=O)C1=C(C=C(C=C1F)OC)F)C N-[2-(2,5-dicyanophenyl)-5-(2,6-difluoro-4-methoxyphenyl)-1-methyl-3-oxo-2,3-dihydro-1H-pyrazol-4-yl]-4-(difluoromethoxy)benzamide